O1C2=C(OCC1)C(=CC=C2)CN2CC(N(CC2)C2NCC21CCC1)C1=C(C=CC=C1)C(C)C (4-((2,3-dihydrobenzo[b][1,4]dioxin-5-yl)methyl)-2-(2-isopropylphenyl)piperazin-1-yl)-2-azaspiro[3.3]heptane